Isobutyl-2-hydroxybenzoate C(C(C)C)OC(C1=C(C=CC=C1)O)=O